ethyl-5,7-dichloro-4-oxo-1-(1,3-thiazol-2-yl)-1,4-dihydro-1,8-naphthyridine-3-carboxylic acid C(C)C=1N(C2=NC(=CC(=C2C(C1C(=O)O)=O)Cl)Cl)C=1SC=CN1